2-azabicyclo-[2.1.1]hexane C12NCC(C1)C2